COC1=CC=C(CN2C(C(CC2)(C=C)C=2OC(=NN2)C2=NC=CC=C2NC2=CC=C(C=C2)C(F)(F)F)=O)C=C1 1-(4-methoxybenzyl)-3-(5-(3-((4-(trifluoromethyl)phenyl)amino)pyridin-2-yl)-1,3,4-oxadiazol-2-yl)-3-vinylpyrrolidin-2-one